C(#N)C1=CC(=NN1C1CCC(CC1)(F)F)C=1C(=C(C(=O)N)C=CC1NS(=O)(=O)CCO)N1CCC(CC1)=C(F)F (5-cyano-1-(4,4-difluorocyclohexyl)-1H-pyrazol-3-yl)-2-(4-(difluoromethylene)piperidin-1-yl)-4-((2-hydroxyethyl)sulfonamido)benzamide